C1=CC=CC=2C3=CC=CC=C3N(C12)C=1C=C(C=CC1)C1=CC=CC=2C3=CC=CC=C3NC12 3-(9H-carbazole-9-yl)phenyl-9H-carbazole